C(C)OC(CS(=O)(=O)CCC(CCC(C(=O)NNC)(C)C=1C=C(C=CC1)CCC(=O)OCC)(F)F)=O Ethyl 3-(3-(7-((2-ethoxy-2-oxoethyl)sulfonyl)-5,5-difluoro-2-methyl-1-(2-methylhydrazineyl)-1-oxoheptan-2-yl)phenyl)propanoate